ClC1=CC=C(C=C1)NC(C1=CC(=C(C=C1)N(C(=O)NC1=CC=C(C=C1)Cl)CCN1CCSCC1)C)=O N-(4-chlorophenyl)-4-[3-(4-chlorophenyl)-1-(2-thiomorpholinoethyl)ureido]-3-methylbenzamide